C(#N)C=1C(=NC=CC1O)C1=C(C=C(CC=2C(=C(C(=O)N)C=C(C2)F)OC)C=C1)F (4-(3-cyano-4-hydroxypyridin-2-yl)-3-fluorobenzyl)-5-fluoro-2-methoxybenzamide